FC(OC1=NC=C(C(=O)NCC2=C(C=CC3=C2N(C=N3)C)OC)C=C1F)F 6-(difluoromethoxy)-5-fluoro-N-((6-methoxy-1-methyl-1H-benzimidazol-7-yl)methyl)nicotinamide